3-(3-(6-fluoro-1H-indol-3-yl)pyrrolidin-1-yl)-N'-(6-methoxypyridin-2-yl)propan-hydrazide FC1=CC=C2C(=CNC2=C1)C1CN(CC1)CCC(=O)NNC1=NC(=CC=C1)OC